2-(2,6-dichlorophenyl)-3-methyl-9-(1-methyl-1H-pyrazol-4-yl)imidazo[2,1-f][1,6]naphthyridine 7-oxide ClC1=C(C(=CC=C1)Cl)C=1N=C2C=3C=C(C=[N+](C3C=CN2C1C)[O-])C=1C=NN(C1)C